bis(2,2-dimethyl-1,3-dioxolan-4-yl)methanol HBr salt Br.CC1(OCC(O1)C(O)C1OC(OC1)(C)C)C